N-[(4-methoxyphenyl)methyl]-N-methyl-5-(1-methylimidazol-4-yl)-6-[[3-(pentafluoro-λ6-mercapto)phenyl]methoxy]pyridine-3-sulfonamide COC1=CC=C(C=C1)CN(S(=O)(=O)C=1C=NC(=C(C1)C=1N=CN(C1)C)OCC1=CC(=CC=C1)S(F)(F)(F)(F)F)C